4-(6-fluoro-7-methoxy-2-methyl-4-carbonylquinolin-1(4H)-yl)butyraldehyde FC=1C=C2C(C=C(N(C2=CC1OC)CCCC=O)C)=C=O